P(=O)(OC(C)CC)(OCC(C)C)OCC(C)C butan-2-yl bis(2-methylpropyl) phosphate